2-[4-(Naphthalene-2-yl)[1,1'-biphenyl]-2-yl]-4,4,5,5-tetramethyl-1,3,2-dioxaborolane C1=C(C=CC2=CC=CC=C12)C1=CC(=C(C=C1)C1=CC=CC=C1)B1OC(C(O1)(C)C)(C)C